3-thiazolidine-formate S1CN(CC1)C(=O)[O-]